2,4-Ditrifluoromethylbenzyl-amine FC(C1=C(CN)C=CC(=C1)C(F)(F)F)(F)F